FC=1C(=C(C=NC1F)[C@H]1C2=C(NC(=C1C(=O)OC)C)COC2=O)[C@@H](C)F methyl (R)-4-(5,6-difluoro-4-((R)-1-fluoroethyl)pyridin-3-yl)-2-methyl-5-oxo-1,4,5,7-tetrahydrofuro[3,4-b]pyridine-3-carboxylate